ethylene 1-methyl methacrylate C(C(=C)C)(=O)OC.C=C